1-cyclopropyl-1H-indazol-3-amine C1(CC1)N1N=C(C2=CC=CC=C12)N